N1C(=NC2=C1C=CC=C2)NC2=NC1=C(N2C)C=CC(=C1)C(=O)NCCOC ((1H-benzo[d]imidazol-2-yl)amino)-N-(2-methoxyethyl)-1-methyl-1H-benzo[d]imidazole-5-carboxamide